bromo-tris(pyrrolidino)-phosphonium hexafluorophosphate F[P-](F)(F)(F)(F)F.Br[P+](N1CCCC1)(N1CCCC1)N1CCCC1